Cl.C1(CC1)C=1C=C(C=2N(C1)C=C(N2)CN2C(C1=CC=CC=C1C2=O)=O)C2(CCNCC2)O 2-((6-cyclopropyl-8-(4-hydroxypiperidin-4-yl)imidazo[1,2-a]pyridin-2-yl)methyl)isoindoline-1,3-dione hydrochloride